3-Methyl-5-(N-(4-(4-benzoylpiperazin-1-yl)phenyl)-N-phenethylsulfamoyl)-3-methylbenzofuran CC1(COC2=C1C=C(C=C2)S(N(CCC2=CC=CC=C2)C2=CC=C(C=C2)N2CCN(CC2)C(C2=CC=CC=C2)=O)(=O)=O)C